(6aR,9aR)-Methyl 3-((3-fluorophenyl)ethynyl)-6,6a,9,9a-tetrahydro-5H-pyrrolo[2,3-h]quinoline-7(8H)-carboxylate FC=1C=C(C=CC1)C#CC=1C=NC=2[C@H]3[C@@H](CCC2C1)N(CC3)C(=O)OC